2-(2'-chloro-butyl-3-hydroxy-5-hydroxy-phenyl)benzotriazole ClC(CC1=C(C=C(C=C1O)O)N1N=C2C(=N1)C=CC=C2)CC